Methyl-(5S)-3-oxo-2-{[5-(trifluoromethyl)pyridin-3-yl]methyl}-2,3,5,6,7,8-hexahydro[1,2,4]triazolo[4,3-a]pyridine-5-carboxylate COC(=O)[C@@H]1CCCC=2N1C(N(N2)CC=2C=NC=C(C2)C(F)(F)F)=O